2,6-diiodobenzo[1,2-d:4,5-d']bisthiazole IC=1SC2=C(N1)C=C1C(N=C(S1)I)=C2